ClC=1C=C(C=C(C1)NS(=O)(=O)C)NC(=O)C1=CN(C(=C1)C1=NC=C(C=N1)OC)CC(F)(F)F N-(3-chloro-5-(methylsulfonamido)phenyl)-5-(5-methoxypyrimidin-2-yl)-1-(2,2,2-trifluoroethyl)-1H-pyrrole-3-carboxamide